cis-rac-(1R,6S)-2-oxa-5-azabicyclo[4.1.0]heptane [C@@H]12OCCN[C@H]2C1 |r|